The molecule is a gallate ester obtained by formal condensation of the carboxy group of gallic acid with the (3R)-hydroxy group of procyanidin B2. It has a role as a metabolite. It is a gallate ester, a proanthocyanidin, a polyphenol and a biflavonoid. It derives from a gallic acid and a procyanidin B2. C1[C@H]([C@H](OC2=C1C(=CC(=C2[C@@H]3[C@H]([C@H](OC4=CC(=CC(=C34)O)O)C5=CC(=C(C=C5)O)O)OC(=O)C6=CC(=C(C(=C6)O)O)O)O)O)C7=CC(=C(C=C7)O)O)O